ONC(CCNO)CC N,N'-dihydroxyethyl-1,3-propanediamine